4-(p-tolyl)-1-tosyl-1H-pyrrole C1(=CC=C(C=C1)C=1C=CN(C1)S(=O)(=O)C1=CC=C(C)C=C1)C